[2H]C1(N(COC2=C1C=CC=C2C2=CC(=C(C(=O)O)C=C2)N2CCOCC2)C(C2=C(C=C(C=C2Cl)C=2C=NN(C2)C)Cl)=O)[2H] 4-[4,4-Dideutero-3-[2,6-dichloro-4-(1-methylpyrazol-4-yl)benzoyl]-2H-1,3-benzoxazin-8-yl]-2-morpholin-4-ylbenzoic acid